2-(2-(3-fluoro-5-(trifluoromethyl)benzyl)pyridin-4-yl)-5-methyl-2H-1,2,3-triazole-4-carboxamide FC=1C=C(CC2=NC=CC(=C2)N2N=C(C(=N2)C(=O)N)C)C=C(C1)C(F)(F)F